NC=1N=CN(C(C1C(=O)NC=1C=NC=C(C1)[C@H](CCOC)N)=O)C1=C(C=CC=C1Cl)Cl (S)-4-amino-N-(5-(1-amino-3-methoxypropyl)pyridin-3-yl)-1-(2,6-dichlorophenyl)-6-oxo-1,6-dihydropyrimidine-5-carboxamide